C(C)(C)(C)OC(=O)N[C@@H](C(=O)OC)CC(CCC1=CC=C(C=C1)OC)=O methyl (R)-2-((tert-butoxycarbonyl)amino)-6-(4-methoxyphenyl)-4-oxohexanoate